FC1=C(C=CC=C1F)[C@H]1N(CC[C@H](C1)NC)C(=O)N1CC2(CCCC2)[C@@H](CC1)CN1C=NC(=CC1=O)C1=C(C=CC=C1)C 3-(((R)-7-((2S,4R)-2-(2,3-Difluorophenyl)-4-(methylamino)piperidine-1-carbonyl)-7-azaspiro[4.5]decan-10-yl)methyl)-6-(o-tolyl)pyrimidin-4(3H)-one